5-[(1R,5S)-3,6-diazabicyclo[3.2.0]hept-6-yl]-N-(8-methoxy-2-methyl-imidazo[1,2-a]pyridin-6-yl)furo[3,2-b]pyridine-2-carboxamide [C@@H]12CNC[C@H]2N(C1)C1=CC=C2C(=N1)C=C(O2)C(=O)NC=2C=C(C=1N(C2)C=C(N1)C)OC